C[C@H]1N(C[C@@H](NC1)C)C(C=1SC(=NN1)C(C)C)C1=CC=C(C=C1)F 2-(((2r,5s)-2,5-dimethylpiperazin-1-yl)(4-fluorophenyl)methyl)-5-isopropyl-1,3,4-thiadiazole